C(C1=CC=CC=C1)OC(=O)N1CC=2N=C(N=C(C2C1)N1CC2CCC(C1)N2C(=O)OC(C)(C)C)OCC2(CC2)CN2CCOCC2 4-(8-(tert-butoxycarbonyl)-3,8-diazabicyclo[3.2.1]oct-3-yl)-2-((1-(morpholinomethyl)cyclopropyl)methoxy)-5,7-dihydro-6H-pyrrolo[3,4-d]pyrimidine-6-carboxylic acid benzyl ester